3-fluoro-1-(1-carbonyl-1,2-dihydroisoquinolin-5-yl)-5-(trifluoromethyl)-N-(2-(trifluoromethyl)pyridin-4-yl)-1H-pyrazole-4-carboxamide FC1=NN(C(=C1C(=O)NC1=CC(=NC=C1)C(F)(F)F)C(F)(F)F)C1=C2C=CNC(C2=CC=C1)=C=O